(2S)-2-(tert-Butoxycarbonylamino)-2-spiro[2.3]hexane-5-yl-acetic acid C(C)(C)(C)OC(=O)N[C@H](C(=O)O)C1CC2(CC2)C1